5-Chloro-1-[(4-methoxyphenyl)methyl]-3-[2-(1-methylcyclobutyl)ethynyl]pyrazin-2-one ClC=1N=C(C(N(C1)CC1=CC=C(C=C1)OC)=O)C#CC1(CCC1)C